6-amino-2-chloro-5-methylnicotinonitrile NC1=NC(=C(C#N)C=C1C)Cl